COC=1C2=C(N=C(N1)NC1CCN(CC1)C)NC=C2C2=CC=1N(C=C2)N=CC1 4-methoxy-N-(1-methylpiperidin-4-yl)-5-(pyrazolo[1,5-a]pyridin-5-yl)-7H-pyrrolo[2,3-d]pyrimidin-2-amine